ClC=1C(=C(C=CC1)C[C@@H]1N(CC([C@@H]1NS(=O)(=O)C(C)C)(F)F)C(=O)OC(C)(C)C)F tert-butyl (2S,3R)-2-[(3-chloro-2-fluorophenyl)methyl]-4,4-difluoro-3-[(propane-2-sulfonyl)amino]pyrrolidine-1-carboxylate